N1[C@@H](CCC1)C(=O)N[C@@H](CC1=CC2=CC=CC=C2C=C1)C(=O)N(CC1=CC=CC=C1)C L-prolyl-N-methyl-3-(2-naphthalenyl)-N-(phenylmethyl)-L-alaninamide